C(#N)C(C)(OC=1C=C(C(=NC1)NC(OC(C)(C)C)=O)SCC)C tert-butyl N-[5-(1-cyano-1-methyl-ethoxy)-3-ethylsulfanyl-2-pyridyl]carbamate